9,9-bis(6-carboxy-2-naphthyl)fluorene C(=O)(O)C=1C=C2C=CC(=CC2=CC1)C1(C2=CC=CC=C2C=2C=CC=CC12)C1=CC2=CC=C(C=C2C=C1)C(=O)O